NC1=CC=C2C=CC(=NC2=C1)[C@@H]1[C@H](C1)C1=C(C#N)C=CC(=C1)Cl |o1:11,12| ((1S*,2S*)-2-(7-aminoquinolin-2-yl)cyclopropyl)-4-chlorobenzonitrile